1-(methyl-d3)-4-(4,4,5,5-tetramethyl-1,3,2-dioxaborolan-2-yl)-1H-pyrazole C(N1N=CC(=C1)B1OC(C(O1)(C)C)(C)C)([2H])([2H])[2H]